7-chloro-6-((4-isopropyl-2-(trifluoromethyl)phenyl)amino)quinoline-5,8-dione ClC1=C(C(C=2C=CC=NC2C1=O)=O)NC1=C(C=C(C=C1)C(C)C)C(F)(F)F